(Z)-1,1-diethoxy-3,7-dimethyloct-2,6-diene C(C)OC(\C=C(/CCC=C(C)C)\C)OCC